3-fluorosulfonyl-pyrimidine-2,4(1H)-dione FS(=O)(=O)N1C(NC=CC1=O)=O